Cl.C(C)OCCN ethoxyethylamine hydrochloride